3-(5-bromophenyl)-N-[4-(1-pyrrolidinylsulfonyl)phenyl]acryl-amide BrC=1C=CC=C(C1)C=CC(=O)NC1=CC=C(C=C1)S(=O)(=O)N1CCCC1